4-(1-bromoethyl)-1-tosyl-1H-indole BrC(C)C1=C2C=CN(C2=CC=C1)S(=O)(=O)C1=CC=C(C)C=C1